2-methyl-5-(3-cyanophenyl)-N-(3-(2,2-difluoropropyl)-1,2,4-thiadiazol-5-yl)furan-3-carboxamide 2,5-dioxopyrrolidin-1-yl-3-phenoxybenzoate O=C1N(C(CC1)=O)C1=C(C(=O)O)C=CC=C1OC1=CC=CC=C1.CC=1OC(=CC1C(=O)NC1=NC(=NS1)CC(C)(F)F)C1=CC(=CC=C1)C#N